BrC1=C(C=C2C(=C(C(=NC2=C1F)N1CC(C1)N(C)C)[N+](=O)[O-])N[C@@H]1C[C@@H](N(C1)C(=O)OC(C)(C)C)C(=O)OC)Cl 1-(tert-butyl) 2-methyl (2R,4R)-4-((7-bromo-6-chloro-2-(3-(dimethylamino)azetidin-1-yl)-8-fluoro-3-nitroquinolin-4-yl)amino)pyrrolidine-1,2-dicarboxylate